(S)-3-((S)-6-(3-(difluoro-methoxy)-5-fluorophenyl)-4-((3-(trifluoromethyl)phenyl)sulfonyl)-3,4-dihydro-2H-benzo[b][1,4]-oxazin-2-yl)butanoic acid FC(OC=1C=C(C=C(C1)F)C1=CC2=C(O[C@H](CN2S(=O)(=O)C2=CC(=CC=C2)C(F)(F)F)[C@H](CC(=O)O)C)C=C1)F